gamma-methacryloyloxypropyl-triethoxysilane C(C(=C)C)(=O)OCCC[Si](OCC)(OCC)OCC